1,4-bis{4-(oxiranylmethoxy)phenyl}-1,4-cyclohexadiene O1C(C1)COC1=CC=C(C=C1)C1=CCC(=CC1)C1=CC=C(C=C1)OCC1OC1